bis-(pinacol) diboron [B].[B].OC(C)(C)C(C)(C)O.OC(C)(C)C(C)(C)O